FC(CCCOC(CCC#N)OCCCC(C(C(C(F)(F)F)(F)F)(F)F)(F)F)(C(C(C(F)(F)F)(F)F)(F)F)F 4,4-bis((4,4,5,5,6,6,7,7,7-nonafluoroheptyl)oxy)butyronitrile